(S)-4-(3-(4-Chloro-2-fluorophenyl)-2,3-dihydrobenzo[b][1,4]dioxin-5-yl)piperidine ClC1=CC(=C(C=C1)[C@@H]1OC2=C(OC1)C=CC=C2C2CCNCC2)F